(dibutylamino)-ethanol C(CCC)N(CCCC)C(C)O